C(\C=C/C(=O)O)(=O)O.ClC1=CC2=C(N(C(C3=C(N2CCCNC/C=C/C(=O)OCC)C=CC=C3)=O)C)C=C1 Ethyl (E)-4-{[3-(7-chloro-10-methyl-11-oxo-10,11-dihydro-5H-dibenzo[b,e][1,4]diazepin-5-yl)propyl]amino}but-2-enoate maleate